O=C1NN=C(C2=CC=CC=C12)CCCC(=O)N1C2CN(CC1CC2)C2=[N+](C=C(C=C2)C(F)(F)F)[O-] 2-(8-(4-(4-oxo-3,4-dihydrophthalazin-1-yl)butanoyl)-3,8-diazabicyclo[3.2.1]octan-3-yl)-5-(trifluoromethyl)pyridine 1-oxide